(R)-1-(BENZYLTHIO)BUT-3-EN-2-OL C(C1=CC=CC=C1)SC[C@@H](C=C)O